[S].[Se].[Li] lithium selenium sulfur